4-((2-(azetidin-1-ylmethyl)-6-fluorobenzyl)amino)-2,6-difluoro-N-(isoxazol-3-yl)benzenesulfonamide ethyl-(E)-3-(5-fluoro-2-nitrophenyl)acrylate C(C)OC(\C=C\C1=C(C=CC(=C1)F)[N+](=O)[O-])=O.N1(CCC1)CC1=C(CNC2=CC(=C(C(=C2)F)S(=O)(=O)NC2=NOC=C2)F)C(=CC=C1)F